ClC=1C(=CC(=C(C1)S(=O)(=O)NC1=NC=NC=C1)F)N1CC(CCC1)(CCC1=CC(=CC=C1)C(F)(F)F)N(C)C 5-Chloro-4-(3-(dimethylamino)-3-(3-(trifluoromethyl)phenethyl)piperidin-1-yl)-2-fluoro-N-(pyrimidin-4-yl)benzenesulfonamide